C(C)(C)(C)OCCC propyl tertiary butyl ether